4-({2-[(3-fluorooxetan-3-yl)methyl]phenyl}amino)-2-[(6-methoxy-2-methyl-1,2,3,4-tetrahydroisoquinolin-7-yl)amino]pyrimidine-5-carboxamide FC1(COC1)CC1=C(C=CC=C1)NC1=NC(=NC=C1C(=O)N)NC1=C(C=C2CCN(CC2=C1)C)OC